8-(3-methoxyphenyl)-2,6-diphenylimidazo[1,2-a]pyridine COC=1C=C(C=CC1)C=1C=2N(C=C(C1)C1=CC=CC=C1)C=C(N2)C2=CC=CC=C2